(S)-7-(dibenzylamino)-4'-hydroxy-2'-(methylsulfonyl)-3,4,5',8'-tetrahydro-2H-spiro[naphthalene-1,7'-pyrano[4,3-d]pyrimidine]-8-carbonitrile C(C1=CC=CC=C1)N(C1=CC=C2CCC[C@]3(CC=4N=C(N=C(C4CO3)O)S(=O)(=O)C)C2=C1C#N)CC1=CC=CC=C1